(3S,4R,5R,6R)-4,5-bis(benzyloxy)-6-((benzyloxy)methyl)tetrahydro-2H-pyran-3-amine-hydrochloride Cl.C(C1=CC=CC=C1)O[C@@H]1[C@H](CO[C@@H]([C@@H]1OCC1=CC=CC=C1)COCC1=CC=CC=C1)N